(diphenyl-triazinyl)[phenyl(dimethylfluorenyl)dibenzothiophenyl]benzene C1(=CC=CC=C1)C1=C(C(=NN=N1)C1=C(C=CC=C1)C1=C(C(=CC=2SC3=C(C21)C=CC=C3)C3=CC=CC=C3)C3=C(C(=CC=2C1=CC=CC=C1CC32)C)C)C3=CC=CC=C3